[C@H]1([C@H](O)[C@@H](O)[C@@H](O)[C@@H](O1)C)O[C@H]1[C@H](O[C@H]([C@@H]([C@@H]1O)O)C)O[C@H]([C@H](C=O)O)[C@@H](O)[C@@H](O)C 6-Deoxy-β-L-altropyranosyl-(1→2)-6-deoxy-β-L-altropyranosyl-(1→3)-6-deoxy-L-altrose